3-(phenoxymethyl)-2-(8-quinolinyl)-2,5-dihydro-1H-pyridine O(C1=CC=CC=C1)CC=1C(NCCC1)C=1C=CC=C2C=CC=NC12